FCCN1N=CN=C1C(=O)OC Methyl 1-(2-fluoroethyl)-1H-1,2,4-triazole-5-carboxylate